CC1(CNC2=CC(=CC=C12)NC(=O)C=1C(=NC=CC1)NCC1=CC=NC=C1)C N-(2,3-dihydro-3,3-dimethyl-1H-indol-6-yl)-2-[(4-pyridinyl-methyl)amino]-3-pyridinecarboxamide